2-(chloromethyl)-7-(3,3,3-trifluoro-2-(trifluoromethyl)propyl)-1H-benzo[d]imidazole ClCC1=NC2=C(N1)C(=CC=C2)CC(C(F)(F)F)C(F)(F)F